tert-butyl (2-fluoro-4-((2-(hydrazinecarbonyl)pyridin-4-yl)oxy)phenyl)carbamate FC1=C(C=CC(=C1)OC1=CC(=NC=C1)C(=O)NN)NC(OC(C)(C)C)=O